2-methyl-4-diethoxyphosphino-2-butenal CC(C=O)=CCP(OCC)OCC